O[C@](N)(CCSC)C(=O)O alpha-hydroxyl-methionine